C1(CC1)N1C(C(=CC=C1)C(=O)NC=1C(=CC=2N(C1)C=C(N2)C2CCOCC2)OC)=O 1-cyclopropyl-N-[7-methoxy-2-(oxan-4-yl)imidazo[1,2-a]pyridin-6-yl]-2-oxopyridine-3-carboxamide